[Cl-].C(CCCCCCC\C=C/CCCCCCCC)(=O)OCC(C[N+](C)(C)C)OC(CCCCCCC\C=C/CCCCCCCC)=O 1,2-dioleoyloxy-3-(N,N,N-trimethylammonio)propane chloride